N1CCC12C=CC(CC2)C(=O)[O-] azaspiro[3.5]non-5-ene-7-carboxylate